[O-]P([O-])(=O)OP(=O)([O-])[O-].P(=O)([O-])(O)O.[V+5] vanadium phosphate pyrophosphate